3-((4-(5-(chlorodifluoromethyl)-1,2,4-oxadiazol-3-yl)benzyl)amino)-4-morpholinylcyclobut-3-ene-1,2-dione ClC(C1=NC(=NO1)C1=CC=C(CNC=2C(C(C2N2CCOCC2)=O)=O)C=C1)(F)F